CN1CCN(CC1)C1=NC(=NC(=N1)N1N=CC=C1)NCCC(C)=O 4-((4-(4-methylpiperazin-1-yl)-6-(1H-pyrazol-1-yl)-1,3,5-triazin-2-yl)amino)butan-2-one